Cl.FC(OC1=CC=C(C=C1)C(C)N1C(C=2N(CC1C(=O)NC)N=C1C2CN[C@@H](C1)C)=O)F (3R)-9-(1-(4-(Difluoromethoxy)phenyl)ethyl)-N,3-dimethyl-10-oxo-1,2,3,4,7,8,9,10-octahydropyrido[4',3':3,4]pyrazolo[1,5-a]pyrazine-8-carboxamide hydrochloride